BrC=1C=C(C=CC1)C(C)=O (3-bromophenyl)ethan-1-one